O[C@H](C)C=1C(=NC=CN1)N1N=CC(=C1)C(=O)OCC |r| (rac)-Ethyl 1-{3-[1-hydroxyethyl]pyrazin-2-yl}-1H-pyrazole-4-carboxylate